CC1=NN2C(C=C(C(=C2)NC2=NC=C3N(C(N(C3=N2)C2CCOCC2)=O)C)C)=N1 2-((2,7-dimethyl-[1,2,4]triazolo[1,5-a]pyridin-6-yl)amino)-7-methyl-9-(tetrahydro-2H-pyran-4-yl)-7,9-dihydro-8H-purin-8-one